(S)-((but-3-en-2-yloxy)methyl)benzene C[C@@H](C=C)OCC1=CC=CC=C1